(1-methyl[1H-pyrazol-3-yl]methoxy)isoindolin-1-one CC(ON1C(C2=CC=CC=C2C1)=O)C1=NNC=C1